(2,3-dihydrothieno[3,4-b][1,4]dioxin-5-yl)methanol O1C=2C(OCC1)=C(SC2)CO